FC1([C@@H](C1(C)C)C1=CNC=2N=CN=C(C21)N[C@@H]2CC[C@@H](N(C2)C(C=C)=O)C)F 1-((2S,5R)-5-((5-((R)-2,2-difluoro-3,3-dimethylcyclopropyl)-7H-pyrrolo[2,3-d]pyrimidin-4-yl)amino)-2-methylpiperidin-1-yl)prop-2-en-1-one